1-((2-(tert-butyl)cyclohexyl)oxy)butan-2-ol tert-butyl-(3R,5S)-3-[(3-benzyloxy-6-bromo-pyrazin-2-yl)carbamothioylamino]-5-hydroxy-piperidine-1-carboxylate C(C)(C)(C)C1N(C[C@H](C[C@H]1NC(NC1=NC(=CN=C1OCC1=CC=CC=C1)Br)=S)O)C(=O)OC(COC1C(CCCC1)C(C)(C)C)CC